Tert-butyl 4-{4-[(benzyloxy)carbonyl]piperazin-1-yl}-2,3-dihydroindole-1-carboxylate C(C1=CC=CC=C1)OC(=O)N1CCN(CC1)C1=C2CCN(C2=CC=C1)C(=O)OC(C)(C)C